P(O)(O)O.P(O)(O)O.ClC(O)(C(CO)(CO)CO)Cl dichloropentaerythritol bisphosphite